C(OCCOCCOCCOCCOCCCC)O 2,5,8,11,14-pentoxaoctadecanol